6-bromo-3-ethyl-2-((R)-1-((R)-6-methyl-1,4-diazepan-1-yl)butyl)pyrido[2,3-d]pyrimidin-4(3H)-one BrC1=CC2=C(N=C(N(C2=O)CC)[C@@H](CCC)N2CCNC[C@H](C2)C)N=C1